Trans-(1S,2R)-1-(2-chlorophenyl)-N1-methyl-N2-(3-phenylpropyl)cyclohexane-1,2-diamine dihydrochloride Cl.Cl.ClC1=C(C=CC=C1)[C@@]1([C@@H](CCCC1)NCCCC1=CC=CC=C1)NC